Pyrazine-2(1H)-carboxylic acid tert-butyl ester C(C)(C)(C)OC(=O)C1NC=CN=C1